4-(3-bromophenyl)-3,4-dihydropyran BrC=1C=C(C=CC1)C1CCOC=C1